CCNCC=CCNCC N,N-diethyl-2-butene-1,4-diamine